C(C)OC(=O)C1=C(C2=C(S1)C(=CC=C2Cl)F)CBr 3-(bromomethyl)-4-chloro-7-fluorobenzo[b]thiophene-2-carboxylic acid ethyl ester